C(C)(C)(C)OC(=O)N1CCN(CC1)C(C1=CC=C(C=C1)N)=O 4-(4-aminobenzoyl)piperazine-1-carboxylic acid tert-butyl ester